4-(2-(furan-2-yl)ethyl)benzene-1,3-diol O1C(=CC=C1)CCC1=C(C=C(C=C1)O)O